C1(CCC1)CN1C(N(CC12CCC(CC2)(C2=CC=CC=C2)N(C)CC)CC2=CC=C(C=C2)OC)=O 1-(cyclobutyl-methyl)-8-(ethyl-methyl-amino)-3-[(4-methoxyphenyl)-methyl]-8-phenyl-1,3-diazaspiro[4.5]decan-2-one